ClC=1C(=CC(=NC1)N1CC2C(C1)CCO2)N 5-chloro-2-(tetrahydro-2H-furo[2,3-c]pyrrol-5(3H)-yl)pyridin-4-amine